FC(OC1=CC=C(C(=O)NC=2C(N(N(C2C2=CC=C(C=C2)OC(F)(F)F)C)C2=NC=CC=C2C(F)(F)F)=O)C=C1)F 4-(difluoromethoxy)-N-{1-methyl-3-oxo-5-[4-(trifluoromethoxy)phenyl]-2-[3-(trifluoromethyl)pyridin-2-yl]-2,3-dihydro-1H-pyrazol-4-yl}benzamide